1-Methyl-2-(6-trifluoromethoxy-benzothiazol-2-ylamino)-1H-benzoimidazole-5-carboxylic acid [2-(4-cyano-piperidin-1-yl)-2-oxo-ethyl]-amide C(#N)C1CCN(CC1)C(CNC(=O)C1=CC2=C(N(C(=N2)NC=2SC3=C(N2)C=CC(=C3)OC(F)(F)F)C)C=C1)=O